1H-pyrrolo[2,3-c]pyridine 5-tert-butyl-(2R,5S)-2-[4-(aminomethyl)phenyl]-5-methyl-piperidine-1-carboxylate C(C)(C)(C)[C@@]1(CC[C@@H](N(C1)C(=O)O)C1=CC=C(C=C1)CN)C.N1C=CC=2C1=CN=CC2